1-(3-(4,4,5,5-tetramethyl-1,3,2-dioxaborolan-2-yl)benzyl)pyrrolidine CC1(OB(OC1(C)C)C=1C=C(CN2CCCC2)C=CC1)C